13-chloro-5,20-difluoro-14-hydroxy-19-methoxy-16,16-dioxo-9-oxa-16λ6-thia-4,17-diazatetracyclo[16.3.1.111,15.02,7]tricosa-1(21),2(7),3,5,11,13,15(23),18(22),19-nonaen-10-one ClC=1C=C2C(OCC=3C=C(N=CC3C3=CC(=C(C(NS(C(C1O)=C2)(=O)=O)=C3)OC)F)F)=O